C(C1=CC=CC=C1)NC(CNC(=O)[C@]1([C@@H](CC[C@H](C1)C)C(C)C)O)=O (1S,2S,5R)-N-(2-(benzylamino)-2-oxoethyl)-1-hydroxy-2-isopropyl-5-methylcyclohexane-1-carboxamide